6-silaspiro[5.5]undecane-3-amine C1CC(CC[Si]12CCCCC2)N